CBZ-amino-propanal C(=O)(OCC1=CC=CC=C1)C(C=O)(C)N